(R)-N4-(1-cyclopropylethyl)-N2-(2-fluoro-3-methylbenzyl)quinazoline-2,4-diamine C1(CC1)[C@@H](C)NC1=NC(=NC2=CC=CC=C12)NCC1=C(C(=CC=C1)C)F